2-Methyl-1,2-propylenoxid CC1(CO1)C